(Z)-2-(5-fluoro-1-(4-(4-fluorophenoxy)benzylidene)-2-methyl-1H-inden-3-yl)-N-(2-morpholinoethyl)acetamide FC=1C=C2C(=C(/C(/C2=CC1)=C/C1=CC=C(C=C1)OC1=CC=C(C=C1)F)C)CC(=O)NCCN1CCOCC1